C(C)(C)(C)OC(=O)N1CC(C(CC1)(O)CN1C(C=C(C(=C1)C(N(C)C)=O)C1=CC=CC=C1)=O)(C)C 4-((5-(dimethylcarbamoyl)-2-oxo-4-phenylpyridin-1(2H)-yl)methyl)-4-hydroxy-3,3-dimethylpiperidine-1-carboxylic acid tert-butyl ester